3,7-dimethyl-1-octen-7-ol CC(C=C)CCCC(C)(O)C